tetrahydrofuranyl (3-ethyl-3-oxetanylmethyl) ether C(C)C1(COC1)COC1OCCC1